1-(4-benzyloxyphenyl)-2-diethylaminopropan-1-one C(C1=CC=CC=C1)OC1=CC=C(C=C1)C(C(C)N(CC)CC)=O